C(#N)C1=C(C(=NC2=C(C=C(C=C12)C)C(C)=CC(C)(S(=O)N)C)C1CCOCC1)C [1-(4-cyano-3,6-dimethyl-2-tetrahydropyran-4-yl-8-quinolyl)ethylidene]-2-methyl-propane-2-sulfinamide